CC1C2(CCC(CC1)C2)C dimethylbicyclo[3.2.1]octan